3-(N-(benzyloxy)formamido)-2-(biphenyl-4-ylmethyl)propanoic acid C(C1=CC=CC=C1)ON(C=O)CC(C(=O)O)CC1=CC=C(C=C1)C1=CC=CC=C1